(4-(2-hydroxyethyl)piperazine-1-yl)methanone tert-butyl-(3aS,6aS)-5-(2-cyanopyrimidin-4-yl)hexahydropyrrolo[3,4-c]pyrrole-2(1H)-carboxylate C(C)(C)(C)OC(=O)N1C[C@@H]2CN(C[C@H]2C1)C1=NC(=NC=C1)C#N.OCCN1CCN(CC1)C=O